1-((2R,3R,4S,5R,6S)-3,5-bis((4-Chlorobenzyl)oxy)-2-(((4-chlorobenzyl)oxy)methyl)-6-(methylthio)tetrahydro-2H-pyran-4-yl)-4-(3,4,5-trifluorophenyl)-1H-1,2,3-triazole ClC1=CC=C(CO[C@H]2[C@H](O[C@H]([C@@H]([C@H]2N2N=NC(=C2)C2=CC(=C(C(=C2)F)F)F)OCC2=CC=C(C=C2)Cl)SC)COCC2=CC=C(C=C2)Cl)C=C1